ClC=1C(=CC=C2N=CC(=NC12)C=1C=NN(C1C)C1OCCCC1)OC1=CC2=C(N=C(N2)C)C=C1 8-Chloro-7-[(2-methyl-3H-benzimidazol-5-yl)oxy]-2-(5-methyl-1-tetrahydropyran-2-yl-pyrazol-4-yl)quinoxaline